O1CCN(CC1)C=1N=C(C2=C(N1)N(CC2)C2=CC=CC=C2)C2CCN(CC2)C(=O)OC(C)(C)C tert-butyl 4-(2-morpholino-7-phenyl-6,7-dihydro-5H-pyrrolo[2,3-d]pyrimidin-4-yl)piperidine-1-carboxylate